3-methyl-6-[3-methylimidazo[1,2-a]pyridin-6-yl]-5-(2H-1,2,3-triazol-2-yl)pyrazine-2-carbaldehyde CC=1C(=NC(=C(N1)N1N=CC=N1)C=1C=CC=2N(C1)C(=CN2)C)C=O